NC(C(=O)N1CCN(CC1)C(=O)NC1=NC(N(C=C1)C1=CCC(CC1)CN1CCC(CC1)(C)N)=O)(C)C 4-(2-Amino-2-methylpropanoyl)-N-(1-(4-((4-amino-4-methylpiperidin-1-yl)methyl)cyclohex-1-en-1-yl)-2-oxo-1,2-dihydropyrimidin-4-yl)piperazine-1-carboxamide